The molecule is a fatty acyl-CoA(4-) arising from deprotonation of the phosphate and diphosphate functions of 2-hydroxyheptadecanoyl-CoA; major species at pH 7.3. It is a conjugate base of a 2-hydroxyheptadecanoyl-CoA. CCCCCCCCCCCCCCCC(C(=O)SCCNC(=O)CCNC(=O)[C@@H](C(C)(C)COP(=O)([O-])OP(=O)([O-])OC[C@@H]1[C@H]([C@H]([C@@H](O1)N2C=NC3=C(N=CN=C32)N)O)OP(=O)([O-])[O-])O)O